NC1=NC=2C=C(C=CC2C2=C1N=C(N2OCCCCNC(OC(C)(C)C)=O)CCCC)P(=O)(C)C tert-butyl (4-((4-amino-2-butyl-7-(dimethylphosphoryl)-1H-imidazo[4,5-c]quinolin-1-yl)oxy)butyl)carbamate